(R)-1-(5-fluoro-1H-indol-1-yl)-N,N-dimethylpropan-2-amine, Fumaric Acid Salt C(\C=C\C(=O)O)(=O)O.FC=1C=C2C=CN(C2=CC1)C[C@@H](C)N(C)C